C1(=CC=CC=C1)[Si](C1=CC=C(C=C1)[Si](C1=CC=CC=C1)(C1=CC=CC=C1)C1=CC=CC=C1)(C1=CC=CC=C1)C1=CC=CC=C1 1,4-bis[triphenylsilyl]benzene